4-acetylamino-3-chloro-6-(2,3-difluoro-4-(trimethylsilyl)phenyl)-pyridine-2-carboxylic acid methyl ester COC(=O)C1=NC(=CC(=C1Cl)NC(C)=O)C1=C(C(=C(C=C1)[Si](C)(C)C)F)F